4-(3-fluorophenyl)-3-(methoxymethyl)-1,2,4-triazole FC=1C=C(C=CC1)N1C(=NN=C1)COC